C(CC)C=1C(=NC=CC1)C1CCCCCC1 propylcycloheptylpyridin